N-((1S)-2-((5-(3,5-dimethyl-1H-pyrazol-4-yl)pyrazin-2-yl)amino)-1-(4-methylcyclohexyl)-2-oxoethyl)-1-(penta-1,4-dien-3-yl)-1H-pyrazole-5-carboxamide CC1=NNC(=C1C=1N=CC(=NC1)NC([C@H](C1CCC(CC1)C)NC(=O)C1=CC=NN1C(C=C)C=C)=O)C